1-(4-(2-benzothiazolyl)phenyl)-5-(4-trifluoromethylphenyl)-1,4-pentadien-3-one S1C(=NC2=C1C=CC=C2)C2=CC=C(C=C2)C=CC(C=CC2=CC=C(C=C2)C(F)(F)F)=O